C(C)(C)(C)OC(N[C@H]1C[C@H](CCC1)NC1=NN(C(C(=C1)C(F)(F)F)=O)C)=O ((1R,3S)-3-((1-methyl-6-oxo-5-(trifluoromethyl)-1,6-dihydropyridazin-3-yl)amino)cyclohexyl)carbamic acid tert-butyl ester